4-(aminomethyl)-N-(3-fluoropyridin-4-yl)-3-{3-[(4-{[(2-oxooxolan-3-yl)methyl]sulfanyl}phenyl)carbamoyl]phenyl}benzamide NCC1=C(C=C(C(=O)NC2=C(C=NC=C2)F)C=C1)C1=CC(=CC=C1)C(NC1=CC=C(C=C1)SCC1C(OCC1)=O)=O